(4-methyl-3-(4,4,5,5-tetramethyl-1,3,2-dioxaborolan-2-yl)phenyl)cyclopentan-1-ol CC1=C(C=C(C=C1)C1(CCCC1)O)B1OC(C(O1)(C)C)(C)C